C(C)(C)(C)OC(=O)N1C(CNCC1)C(C)O 1-tert-butoxycarbonyl-2-(1-hydroxyethyl)piperazine